3-(3-butoxyphenyl)-1,5-dimethyl-pyrazol-4-ol C(CCC)OC=1C=C(C=CC1)C1=NN(C(=C1O)C)C